2-(4-((1-(2-(2,6-dioxopiperidin-3-yl)-1,3-dioxoisoindolin-5-yl)azetidin-3-yl)ethynyl)-1H-pyrazol-1-yl)-2-methyl-N-(4-nitro-3-(trifluoromethyl)phenyl)propanamide O=C1NC(CCC1N1C(C2=CC=C(C=C2C1=O)N1CC(C1)C#CC=1C=NN(C1)C(C(=O)NC1=CC(=C(C=C1)[N+](=O)[O-])C(F)(F)F)(C)C)=O)=O